O=C([C@H](O)[C@@H](O)[C@H](O)[C@H](O)CO)O.N1=CC=CC2=C1C=CC=N2 pyridopyridine gluconate